C(C(C)O)O propylen glycol